(R)-4-(2-Amino-4-((1-hydroxy-2-methylhexan-2-yl)amino)quinazolin-7-yl)-5-(methoxymethyl)pyridin-2(1H)-one NC1=NC2=CC(=CC=C2C(=N1)N[C@@](CO)(CCCC)C)C1=CC(NC=C1COC)=O